C([C@@H]1[C@H]([C@@H]([C@H]([C@H](O1)O[C@H]2[C@@H]([C@H](O[C@@]2(CO)O[C@@H]3[C@@H]([C@H]([C@@H]([C@H](O3)CO)O)O)O)CO)O)O)O)O)O.O D-(+)-melezitose monohydrate